COC1=NC=CC=C1COC1=CN2C(=C(C=C2C=C1)C)C(=O)NC(CO)CC(F)(F)F 6-[(2-methoxypyridin-3-yl)methoxy]-2-methyl-N-(4,4,4-trifluoro-1-hydroxybutan-2-yl)indolizine-3-carboxamide